4,4-difluoro-2-(4-fluorophenyl)-N-[4-(4-oxo-3-phenyl-4,5,6,7-tetrahydro-1H-pyrrolo[3,2-c]pyridin-2-yl)pyridin-2-yl]butanamide FC(CC(C(=O)NC1=NC=CC(=C1)C1=C(C=2C(NCCC2N1)=O)C1=CC=CC=C1)C1=CC=C(C=C1)F)F